FCC=1C(=NC=CC1)[C@@H](C1(CCCC1)C)NC1=C(C(C1=O)=O)NC1=C(C(=NC=C1)C(=O)N(C)C)O (R)-4-((2-(((3-(fluoromethyl)pyridin-2-yl)(1-methylcyclopentyl)methyl)amino)-3,4-dioxocyclobut-1-en-1-yl)amino)-3-hydroxy-N,N-dimethylpicolinamide